ethyl 1-(trans-3-(hydroxymethyl) cyclobutyl)-4-(6-methylpyridin-2-yl)-1H-pyrazole-3-carboxylate OC[C@@H]1C[C@H](C1)N1N=C(C(=C1)C1=NC(=CC=C1)C)C(=O)OCC